FC1(CCC(CC1)NC=1N=C(C2=C(N1)NC=C2C2=CC=C1C(=N2)N(C(=N1)C)CC(F)F)NC)F N2-(4,4-difluorocyclohexyl)-5-(3-(2,2-difluoroethyl)-2-methyl-3H-imidazo[4,5-b]pyridin-5-yl)-N4-methyl-7H-pyrrolo[2,3-d]pyrimidine-2,4-diamine